2-[[[4-carbamoyl-7-(4-isopropylphenyl)-2,3-dihydrobenzofuran-5-yl]amino]methyl]prop-2-enoic acid C(N)(=O)C1=C(C=C(C2=C1CCO2)C2=CC=C(C=C2)C(C)C)NCC(C(=O)O)=C